C(CCCCC)N(CCO)CCCCCC N,N-dihexylethanolamine